tetraacetoxysilane C(C)(=O)O[Si](OC(C)=O)(OC(C)=O)OC(C)=O